(R)-(3-Aminopiperidin-1-yl)(2-(1-(cyclopropylmethyl)-1H-indol-2-yl)-7-methoxy-1-methyl-1H-benzo[d]imidazol-5-yl)methanone, hydrochloride salt Cl.N[C@H]1CN(CCC1)C(=O)C1=CC2=C(N(C(=N2)C=2N(C3=CC=CC=C3C2)CC2CC2)C)C(=C1)OC